FC(C1CCN(CC1)C1=CC=C(C=C1)NC=1C=CC2=C(N=CO2)C1)(F)F N-(4-(4-(trifluoromethyl)piperidin-1-yl)phenyl)benzo[d]oxazol-5-amine